C(C1=CC=CC=C1)N([C@@H]([C@@H](CC)B1OC(C(O1)(C)C)(C)C)C=1C=C(C=CC1)C)CC1=CC=CC=C1 (1S,2R)-N,N-dibenzyl-2-(4,4,5,5-tetramethyl-1,3,2-dioxaborolan-2-yl)-1-(m-tolyl)butan-1-amine